tert-butyl 2-[4-[[1-(2,6-dioxo-3-piperidyl)-3-methyl-2-oxo-benzimidazol-5-yl]amino]phenyl]acetate O=C1NC(CCC1N1C(N(C2=C1C=CC(=C2)NC2=CC=C(C=C2)CC(=O)OC(C)(C)C)C)=O)=O